Cl.O=S1(C[C@H](CC1)N)=O (3S)-1,1-dioxothiolan-3-amine hydrochloride